FC(C=1C(=C(C=CC1)[C@@H](C)NC(=O)C=1C=C(C=C2C=NNC12)C1CCNCC1)F)F N-[(1R)-1-[3-(difluoromethyl)-2-fluoro-phenyl]ethyl]-5-(4-piperidinyl)-1H-indazole-7-carboxamide